1-[3-(2-methylpropyloxy)phenyl]methylamine CC(COC=1C=C(C=CC1)CN)C